N-(6-(5-chloro-6-fluoro-7-((1-fluoropropan-2-yl)amino)-1H-indazol-4-yl)imidazo[1,2-a]pyrazin-2-yl)-2-fluorocyclopropane-1-carboxamide ClC=1C(=C2C=NNC2=C(C1F)NC(CF)C)C=1N=CC=2N(C1)C=C(N2)NC(=O)C2C(C2)F